CC=1C=C2C(N3C(=NC2=C(C1)C(C)NC1=C(C(=O)O)C=CC=C1)N1C(CC3)CCCC1)=O 2-((1-(10-methyl-8-oxo-2,3,4,4a,5,6-hexahydro-1H,8H-pyrido[1',2':3,4]pyrimido[2,1-b]quinazolin-12-yl)ethyl)amino)benzoic acid